BrC1=C(C=C(C=C1)[N+](=O)[O-])C 1-bromo-2-methyl-4-nitrobenzene